FC1(CCN(CC1)C1=NC=CC(=C1)C(=O)NC1=C(C=C(C=C1)NS(=O)(=O)CC)N1C[C@@H]2CC[C@H](C1)C21CC1)F 2-(4,4-difluoropiperidin-1-yl)-N-(4-(ethylsulfonamido)-2-((1R,5S)-3-azaspiro[bicyclo[3.2.1]octane-8,1'-cyclopropane]-3-yl)phenyl)pyridine-4-carboxamide